2-(2-(4-(3-methoxypropoxy)phenyl)thiazol-4-yl)-2-methylpropionic acid COCCCOC1=CC=C(C=C1)C=1SC=C(N1)C(C(=O)O)(C)C